BrC=1C(=NC(=CC1)C(F)F)OC(F)F 3-bromo-2-(difluoromethoxy)-6-(difluoromethyl)pyridine